C(#C)C1=CC2=C(S1)C(=CC(=C2)C)OC 2-ethynyl-7-methoxy-5-methylbenzo[b]thiophene